N[C@@H]1C=2C=CC=C(C2CC12CCN(CC2)C2=NC=C(C=1N2C=NN1)SC1=C(C(=NC=C1)N)Cl)C#N (S)-1-amino-1'-(8-((2-amino-3-chloropyridin-4-yl)thio)-[1,2,4]triazolo[4,3-c]pyrimidin-5-yl)-1,3-dihydrospiro[indene-2,4'-piperidine]-4-carbonitrile